OCC1=CN(C(C2=CC(=C(C=C12)OC)OC)=O)C1=NOC2=C1C=C(C=C2)C 4-(hydroxymethyl)-6,7-dimethoxy-2-(5-methylbenzo[d]isoxazol-3-yl)isoquinolin-1(2H)-one